Tin Methanesulfonate CS(=O)(=O)[O-].[Sn+4].CS(=O)(=O)[O-].CS(=O)(=O)[O-].CS(=O)(=O)[O-]